COC(=O)C=1C(=CC=CC1)C1=CC=CC(=C1)C 5'-methyl-[1,1'-biphenyl]-2-carboxylic acid methyl ester